CC1=CC(=O)OC2=C1C=CC(=C2)OS(=O)(=O)[O-] The molecule is an organosulfate oxoanion that is the conjugate base of 4-methylumbelliferone sulfate, obtained by deprotonation of the sulfo group; major species at pH 7.3. It is a conjugate base of a 4-methylumbelliferone sulfate.